methyl (E)-2-(4-((5-(dimethylamino)thiophen-2-yl)methylene)-5-oxo-4,5-dihydroisoxazol-3-yl)acetate CN(C1=CC=C(S1)\C=C\1/C(=NOC1=O)CC(=O)OC)C